(R)-N-(3-fluoro-5-(2-methylmorpholino)phenyl)-4-((2-hydroxyethyl)sulfonylamino)-2-(6-azaspiro[2.5]oct-6-yl)benzamide FC=1C=C(C=C(C1)N1C[C@H](OCC1)C)NC(C1=C(C=C(C=C1)NS(=O)(=O)CCO)N1CCC2(CC2)CC1)=O